ClC=1C(=CC2=C(N(C[C@H](N(S2(=O)=O)C)C2CCCCC2)C2=CC=CC=C2)C1)C=1C=C(C(=C(C(=O)O)C1)F)F (R)-5-(7-chloro-3-cyclohexyl-2-methyl-1,1-dioxido-5-phenyl-2,3,4,5-tetrahydrobenzo[f][1,2,5]thiadiazepin-8-yl)-2,3-difluorobenzoic acid